C1(=CCCCC1)C=1C=CC=C2C=C(C=NC12)C(=O)NC(C)C 8-(cyclohex-1-en-1-yl)-N-isopropylquinoline-3-carboxamide